NC=1N=C(C=2OCCN(C2N1)C(=O)OC(C)(C)C)N1C[C@@H](CC1)N(C)C(=O)OC(C)(C)C tert-butyl (R)-2-amino-4-(3-((tert-butoxycarbonyl)(methyl)amino)pyrrolidin-1-yl)-6,7-dihydro-8H-pyrimido[5,4-b][1,4]oxazine-8-carboxylate